4,4'-dichlorodiphenyl ether C1=CC(=CC=C1OC2=CC=C(C=C2)Cl)Cl